phenethyl-diphenyl-silane C(CC1=CC=CC=C1)[SiH](C1=CC=CC=C1)C1=CC=CC=C1